C(C=C)(=O)OCCC[Si](O)(O)O acryloxypropyl-trihydroxysilane